3-(5-(difluoromethyl)-1,3,4-thiadiazol-2-yl)-8-((3S,5S)-3,5-dimethylpiperazin-1-yl)-N-(1-methylcyclopropyl)imidazo[1,5-a]pyridine-6-sulfonamide FC(C1=NN=C(S1)C1=NC=C2N1C=C(C=C2N2C[C@@H](N[C@H](C2)C)C)S(=O)(=O)NC2(CC2)C)F